2-benzoyloxyiminobutane C(C1=CC=CC=C1)(=O)ON=C(C)CC